BrC1=C(C(=CC=2N(N=NC21)COCC[Si](C)(C)C)C)C 4-bromo-5,6-dimethyl-1-((2-(trimethylsilyl)ethoxy)methyl)-1H-benzo[d][1,2,3]triazole